9-((S)-3-(2,2-difluoroethoxy)pyrrolidin-1-yl)-6-isopropyl-10-(methoxycarbonyl)-2-oxo-6,7-dihydro-2H-pyrido[2,1-a]isoquinoline-3-carboxylic acid FC(CO[C@@H]1CN(CC1)C=1C=C2CC(N3C(C2=CC1C(=O)OC)=CC(C(=C3)C(=O)O)=O)C(C)C)F